C(C)OC(=O)C=1C(=C2C(=NC1)C1=C(O2)C=CC=C1)C1=CC=CC=C1 4-phenyl-benzo[4,5]furo[3,2-b]pyridine-3-carboxylic acid ethyl ester